FC1(CN(C1)CC1=NN(C2=CC=C(C=C12)N)C)F 3-((3,3-Difluoroazetidin-1-yl)methyl)-1-methyl-1H-indazol-5-amine